Rac-(5ar,6s,7s,8ar)-5a-(4-bromophenyl)-7-((dimethylamino)methyl)-8a-hydroxy-1,3-dimethoxy-6-phenyl-5a,6,7,8a-tetrahydro-8H-cyclopenta[4,5]furo[3,2-C]pyridin-8-one BrC1=CC=C(C=C1)[C@]12[C@](C=3C(=NC(=CC3O1)OC)OC)(C([C@@H]([C@H]2C2=CC=CC=C2)CN(C)C)=O)O |r|